(3S)-3-(4-Methylphenyl)-3,4-dihydro-2H-chromen-7-ol CC1=CC=C(C=C1)[C@H]1COC2=CC(=CC=C2C1)O